N1(N=CN=C1)CCOC1=NC(=CC(=C1NC(C)=O)C1=C(C=CC=C1)Br)C1=CC=CC=C1 N-(2-(2-(1H-1,2,4-triazol-1-yl)ethoxy)-4-(2-bromophenyl)-6-phenylpyridin-3-yl)acetamide